C[Si](N1CN(CCC1)CCC[Si](OC)(OC)OC)(C)C 3-(3-trimethylsilyl-1-hexahydropyrimidinyl)propyltrimethoxysilane